B(O)(O)C1=C(C=C(CN(C(=O)C=2C=C(C=C(C2)F)B(O)O)CCCC[C@@H](C(=O)N)N)C=C1)OC (S)-(3-((4-borono-3-methoxybenzyl)(5,6-diamino-6-oxohexyl)carbamoyl)-5-fluorophenyl)boronic acid